C1(=CC=CC=C1)C1=C(C(=O)P(C2=CC=CC=C2)(C2=CC=CC=C2)=O)C(=CC(=C1)C1=CC=CC=C1)C1=CC=CC=C1 2,4,6-triphenylbenzoyl-diphenyl-phosphine oxide